N-(4-Chloro-3-cyano-1H-indol-7-yl)-1-(3-hydroxy-1,1-dimethyl-propyl)pyrazol-4-sulfonamid ClC1=C2C(=CNC2=C(C=C1)NS(=O)(=O)C=1C=NN(C1)C(CCO)(C)C)C#N